O[C@H]1C=2C=CC(=CC2CC[C@H]1[C@@H]1N2C(C3=CC=CC=C13)=CN=C2)C(=O)N (5R,6S)-5-hydroxy-6-((S)-5H-imidazo[5,1-a]isoindol-5-yl)-5,6,7,8-tetrahydronaphthalene-2-carboxamide